C(#N)NC1CC(C1)C(=O)NC=1SC2=C(N1)C=CC=C2OC2CCC2 (1r,3r)-3-(cyanoamino)-N-(7-cyclobutoxy-1,3-benzothiazol-2-yl)cyclobutane-1-carboxamide